6,7-dihydroxy-chroman OC=1C=C2CCCOC2=CC1O